C1(CC1)N1N=NC(=C1)[C@H](C1=C2C=CN=CC2=CC=C1)NC=1C=C2C(=C(C=NC2=C(C1)C#N)C#N)NCC(C)(C)C (S)-6-(((1-cyclopropyl-1H-1,2,3-triazol-4-yl)(isoquinolin-5-yl)methyl)amino)-4-(neopentylamino)quinoline-3,8-dicarbonitrile